tert-butyl 4-(isoindoline-2-carbonyl)piperidine-1-carboxylate C1N(CC2=CC=CC=C12)C(=O)C1CCN(CC1)C(=O)OC(C)(C)C